C1(=CC=CC=C1)N(C1=CC=C(C=C1)C=1OC2=C(C1)C=C(C=C2)C=O)C2=CC=CC=C2 (4-(diphenylamino)phenyl)-benzofuran-5-carbaldehyde